C(CCCCCCC)(=O)[O-].[Sn+2].C(CCCCCCC)(=O)[O-] tin (2+) caprylate